C(C1=CC=CC=C1)OC1CC(C1)(C(=O)OC)O Methyl 3-(benzyloxy)-1-hydroxycyclobutane-1-carboxylate